O=C1NC(CCC1N1C(C2=CC=C(C(=C2C1)F)CO)=O)=O (2-(2,6-dioxopiperidin-3-yl)-4-fluoro-1-oxoisoindoline-5-yl)methanol